fluoro-2'-oxospiro[cyclopropane-1,3'-indoline] FN1C(C2(C3=CC=CC=C13)CC2)=O